tert-butyl 4-(N'-hydroxymethylcarbamimidoyl)-4-methylpiperidine-1-carboxylate OCN=C(N)C1(CCN(CC1)C(=O)OC(C)(C)C)C